Cl.CC1(C(NC2=C(O1)C(=NC=N2)N2CCC(CC2)CNS(=O)(=O)N)=O)C N-((1-(6,6-dimethyl-7-oxo-7,8-dihydro-6H-pyrimido[5,4-b][1,4]oxazin-4-yl)piperidin-4-yl)methyl)sulfamide hydrochloride